C(C=C)C=1C=C(C=C(C1O)[N+](=O)[O-])C1=C(C=CC(=C1)CC=C)O 3',5-diallyl-2,4'-dihydroxy-5'-nitro-1,1'-biphenyl